4-((3'-fluoro-5'-methoxy-[1,1'-biphenyl]-4-yl)methyl)-2-methyl-4H-thieno[3,2-b]pyrrole FC=1C=C(C=C(C1)OC)C1=CC=C(C=C1)CN1C2=C(C=C1)SC(=C2)C